(2S,11aR)-7-fluoro-2-((8-fluoro-2-oxo-1,2,3,4-tetrahydro-1,6-naphthyridin-7-yl)oxy)-6-isopropoxy-8-methyl-2,3,11,11a-tetrahydro-1H,5H-benzo[f]pyrrolo[2,1-c][1,4]oxazepin-5-one FC=1C(=CC2=C(C(N3[C@@H](CO2)C[C@@H](C3)OC3=NC=C2CCC(NC2=C3F)=O)=O)C1OC(C)C)C